COC([C@H](CC1=CC=C(C=C1)OC)NC(CCCCCCC(NO)=O)=O)=O (S)-3-(4-methoxyphenyl)-2-(7-hydroxycarbamoyl-heptanoylamino)-propionic acid methyl ester